(R)-4-(4-((1-(3-(difluoro(1-isopropylpiperidin-4-yl)methyl)-2-fluorophenyl)ethyl)amino)-7-methoxy-2-methylpyrido[2,3-d]pyrimidin-6-yl)tetrahydro-2H-thiopyran 1,1-dioxide FC(C=1C(=C(C=CC1)[C@@H](C)NC=1C2=C(N=C(N1)C)N=C(C(=C2)C2CCS(CC2)(=O)=O)OC)F)(C2CCN(CC2)C(C)C)F